1-[5-(2,6-dichloro-4-nitrophenoxy)-1-(4-methylbenzene-sulfonyl)indol-3-yl]propan-1-one ClC1=C(OC=2C=C3C(=CN(C3=CC2)S(=O)(=O)C2=CC=C(C=C2)C)C(CC)=O)C(=CC(=C1)[N+](=O)[O-])Cl